4-(4-(4-(2-(2-aminopyridin-3-yl)-5-(2-fluorophenyl)-3H-imidazo[4,5-b]pyridin-3-yl)benzyl)piperazin-1-yl)-1,3,5-triazine-2-carbonitrile NC1=NC=CC=C1C1=NC=2C(=NC(=CC2)C2=C(C=CC=C2)F)N1C1=CC=C(CN2CCN(CC2)C2=NC(=NC=N2)C#N)C=C1